2-(3,4-dimethoxyphenyl)-1-isopropyl-1H-benzo[d]imidazole COC=1C=C(C=CC1OC)C1=NC2=C(N1C(C)C)C=CC=C2